3-chloro-N-(3-((1s,3R)-3-(cyanomethyl)-1-(4-methyl-4H-1,2,4-triazol-3-yl)cyclobutyl)phenyl)-7-(((S)-3-methylpiperidin-1-yl)methyl)-1H-pyrazolo[4,3-b]pyridine-5-carboxamide ClC1=NNC=2C1=NC(=CC2CN2C[C@H](CCC2)C)C(=O)NC2=CC(=CC=C2)C2(CC(C2)CC#N)C2=NN=CN2C